FC=1C(=C2C(=C(NC2=C(C1)C(=O)N)C)C)C1=CCC[C@@H](C1)NC(C#CCC)=O (S)-5-fluoro-2,3-dimethyl-4-(5-(N-methylbut-2-ynoylamino)cyclohex-1-en-1-yl)-1H-indole-7-carboxamide